(1R,4r)-1-methyl-4-((R)-3-(o-tolyl)piperazin-1-yl)cyclohexan-1-ol CC1(CCC(CC1)N1C[C@H](NCC1)C1=C(C=CC=C1)C)O